3-methylene-1,5-bis[(4-methylphenyl)sulfonyl]-9-(phenylmethyl)-1,5,9-triazacyclododecane C=C1CN(CCCN(CCCN(C1)S(=O)(=O)C1=CC=C(C=C1)C)CC1=CC=CC=C1)S(=O)(=O)C1=CC=C(C=C1)C